NC1=NN(C2=C1C=NC(=C2)C2=CCC(CC2)C(=O)OC(C)(C)C)C tert-Butyl 4-(3-amino-1-methyl-1H-pyrazolo[4,3-c]pyridin-6-yl)cyclohex-3-ene-1-carboxylate